4-FORMYL-1H-PYRROLE-2-CARBONITRILE C(=O)C=1C=C(NC1)C#N